(2-[2-(2-aminoethoxy)ethoxy]acetic acid) NCCOCCOCC(=O)O